N-(5-(1-methyl-1H-pyrazol-3-yl)-4-((6-(methylsulfonyl)-4-((tetrahydrofuran-3-yl)oxy)pyridin-2-yl)amino)pyridin-2-yl)acetamide CN1N=C(C=C1)C=1C(=CC(=NC1)NC(C)=O)NC1=NC(=CC(=C1)OC1COCC1)S(=O)(=O)C